ClC=1C=CC=2N(N1)C(=CN2)I 6-chloro-3-iodoimidazo[1,2-b]pyridazine